ClC=1C=C(C(=O)N2CC=3C(=NN4C=NN(C(C43)=O)[C@H](C)C4=CC=C(C=C4)OC(F)F)C[C@H]2C)C=CC1Cl |o1:18| (R)-9-(3,4-Dichlorobenzoyl)-2-((R*)-1-(4-(difluoromethoxy)phenyl)ethyl)-8-methyl-7,8,9,10-tetrahydropyrido[4',3':3,4]pyrazolo[1,5-d][1,2,4]triazin-1(2H)-one